C(C)(C)C1=C(NC2=CC=C(C=C12)C1CCN(CC1)CCS(=O)(=O)C)C1=CC=2N(C=C1)N=NC2C 5-(3-isopropyl-5-(1-(2-(methylsulfonyl)ethyl)piperidin-4-yl)-1H-indol-2-yl)-3-methyl-[1,2,3]triazolo[1,5-a]pyridine